(S)-6,8-difluoro-1,2,3,4-tetrahydronaphthalen-2-amine FC=1C=C2CC[C@@H](CC2=C(C1)F)N